B([O-])(O)O.FC(S(=O)(=O)O)(F)F.FC(S(=O)(=O)O)(F)F.FC(S(=O)(=O)O)(F)F.FC(S(=O)(=O)O)(F)F.[Li+] lithium tetrakis(trifluoromethanesulfonate) borate